NC1=NC=CC2=CC(=CC=C12)CNC([C@H](C)NC([C@@H](C1CC2=CC=CC=C2C1)NC(OC(C)(C)C)=O)=O)=O tert-butyl ((R)-2-(((S)-1-(((1-aminoisoquinolin-6-yl)methyl)amino)-1-oxopropan-2-yl)amino)-1-(2,3-dihydro-1H-inden-2-yl)-2-oxoethyl)carbamate